P1=CCCC1 Phospholene